Alpha-Bromostyrene BrC(=C)C1=CC=CC=C1